OC(C)C=1C(=NC(=CC1)N1C=NC2=C1C=CC(=C2)NC=2N=NC(=CC2)C)N2N=NC(=C2)C#N 1-[3-(1-hydroxyethyl)-6-[5-[(6-methylpyridazin-3-yl)amino]benzimidazol-1-yl]-2-pyridinyl]triazole-4-carbonitrile